C1(CCC1)C=1C(=CC(=C(CN2CCC3(CN(C(O3)=O)C3=CC=C(C=C3)I)CC2)C1)OCC)C1=NC=C(C=C1)F 8-(5-cyclobutyl-2-ethoxy-4-(5-fluoropyridin-2-yl)benzyl)-3-(4-iodophenyl)-1-oxa-3,8-diazaspiro[4.5]decan-2-one